NC=1SC(=C(N1)C=1C=C(C#N)C=CC1)C1=CC(=NC(=C1)Cl)Cl 3-[2-amino-5-(2,6-dichloro-4-pyridinyl)thiazol-4-yl]benzonitrile